5-[(4-methylphenyl)sulfonyl]-4-(methylsulfanyl)-5H-pyrrolo[3,2-d]pyrimidine CC1=CC=C(C=C1)S(=O)(=O)N1C=CC=2N=CN=C(C21)SC